4-(chloromethyl)-1,2,5-thiadiazol-3-ol ClCC=1C(=NSN1)O